N-(5-cyano-2-(4-(2,4-difluorophenoxy)piperidin-1-yl)pyridin-3-yl)-3-fluoro-6-methylpyridinecarboxamide C(#N)C=1C=C(C(=NC1)N1CCC(CC1)OC1=C(C=C(C=C1)F)F)NC(=O)C1=NC(=CC=C1F)C